CC1=NC(=NC(=C1)C)NC=1C=C(C#N)C=CC1N1CCNCC1 3-((4,6-dimethylpyrimidin-2-yl)amino)-4-(piperazin-1-yl)benzonitrile